3-bromo-2-(1,3-dioxolan-2-yl)-5-fluorophenol BrC=1C(=C(C=C(C1)F)O)C1OCCO1